Para-nitrocumene [N+](=O)([O-])C1=CC=C(C=C1)C(C)C